4-bromo-3-(2-hydroxy-6-methylpyridin-4-yl)oxybenzonitrile BrC1=C(C=C(C#N)C=C1)OC1=CC(=NC(=C1)C)O